FC1=C(C=CC=C1)NC(=O)C1=CC=C(C=C1)B(O)O 4-[(2-FLUOROPHENYL)CARBAMOYL]BENZENEBORONIC ACID